ClC1=CC=2C(C(=N1)NCC1=C(C=C(C=C1)OC)OC)=NN(N2)CC2=NN(C=C2)C chloro-N-(2,4-dimethoxybenzyl)-2-((1-methyl-1H-pyrazol-3-yl)methyl)-2H-[1,2,3]triazolo[4,5-c]pyridin-4-amine